(2S,4R)-4-(2-((3-fluorophenyl)amino)-2-oxoethyl)-1-(2-methylbenzofuro[3,2-d]pyrimidin-4-yl)pyrrolidine-2-carboxylic acid FC=1C=C(C=CC1)NC(C[C@H]1C[C@H](N(C1)C=1C2=C(N=C(N1)C)C1=C(O2)C=CC=C1)C(=O)O)=O